FC1=CC(=CC2=C1N=C(S2)NC(=O)[C@@H]2C[C@@H](CCC2)NC(C(F)(F)F)=O)F (1S,3R)-N-(4,6-difluoro-1,3-benzothiazol-2-yl)-3-(2,2,2-trifluoroacetamido)cyclohexane-1-carboxamide